FC1=C(C=CC=2NC(=NC21)CNC=2C=1N(N=C(C2)N2CCOCC2)C(=CN1)C1=CSC(=C1)C)F N-((4,5-difluoro-1H-benzo[d]imidazol-2-yl)methyl)-3-(5-methylthiophen-3-yl)-6-morpholinoimidazo[1,2-b]pyridazin-8-amine